C(C)(C)(C)OC(=O)NC1=CC=C(C=C1)C=1SC=C(N1)C(=O)N[C@@H]([C@@H](O)C)C(=O)N[C@@H](CO[Si](C1=CC=CC=C1)(C1=CC=CC=C1)C(C)(C)C)C(=O)OC Methyl N-((2-(4-((tert-butoxycarbonyl)amino)phenyl)thiazole-4-carbonyl)-L-allothreonyl)-O-(tert-butyl diphenyl silyl)-L-serinate